methylene-indolone C=C1C(NC2=CC=CC=C12)=O